CN(CCN(C(=O)[C@@H]1[C@@H](N(CCC1)C(=O)OCC1=CC=CC=C1)C(=O)N1[C@@H](C[C@H](C1)CC1=CC=C(C=C1)C)C(NCC=1C=C2C=NN(C2=CC1)C)=O)C)C Benzyl (2R,3S)-3-[2-(dimethylamino)ethyl-methyl-carbamoyl]-2-[(2S,4R)-2-[(1-methylindazol-5-yl)methylcarbamoyl]-4-(p-tolylmethyl)pyrrolidine-1-carbonyl]piperidine-1-carboxylate